Isopropyl (3-(5-bromothiazol-2-yl)-3-azabicyclo[3.1.0]hex-6-yl)carbamate BrC1=CN=C(S1)N1CC2C(C2C1)NC(OC(C)C)=O